N-[2-chloro-5-(3-cyano-4-hydroxy-6-quinolinyl)-3-pyridinyl]Methanesulfonamide ClC1=NC=C(C=C1NS(=O)(=O)C)C=1C=C2C(=C(C=NC2=CC1)C#N)O